(R)-3-((5-chloro-1H-indol-2-yl)methyl)-1-methyl-1-(1-(2-(2-oxooxazolidin-3-yl)acetyl)piperidin-3-yl)urea ClC=1C=C2C=C(NC2=CC1)CNC(N([C@H]1CN(CCC1)C(CN1C(OCC1)=O)=O)C)=O